ClC=1C(=C2C(=NC1C)CN(C2)C(=O)[C@H]2CN(CC2)C2=NC=NC(=C2)OC)C (3-Chloro-2,4-dimethyl-5,7-dihydropyrrolo[3,4-b]pyridin-6-yl)-[(3R)-1-(6-methoxypyrimidin-4-yl)pyrrolidin-3-yl]methanon